NCCN1CC(CCC1)O 1-(2-aminoethyl)-3-piperidinol